N1C(=NC2=C1C=CC=C2)NC(=O)NC2=C(C=CC=C2)Cl 1-(1H-benzo[d]imidazol-2-yl)-3-(2-chlorophenyl)urea